N-methyl-hexylamine CNCCCCCC